ClC=1C(=C(OC2=C(C(=NC=N2)OC2=C(C=CC=C2)\C(\C(=O)NC)=N/OC)F)C=CC1)C (2E)-2-(2-{[6-(3-chloro-2-methylphenoxy)-5-fluoropyrimidin-4-yl]oxy}phenyl)-2-(methoxyimino)-N-methylethanamide